CC1(CC(C1)NC=1N=CC2=C(N1)NC=C2C2=CC=1N(C=C2)N=CC1)N1C(CCC1)=O 1-((1s,3s)-1-methyl-3-((5-(pyrazolo[1,5-a]pyridin-5-yl)-7H-pyrrolo[2,3-d]pyrimidin-2-yl)amino)cyclobutyl)pyrrolidin-2-one